1-isopropyl-8-methylsulfanyl-1H-imidazo[4,5-H]quinazoline C(C)(C)N1C=NC=2C=CC=3C=NC(=NC3C21)SC